IC1=C(NC2=C1C(NCC2)=O)C2=C(C=NC=C2)OCC2N(C(C2)C)C(=O)OC(C)(C)C tert-butyl 2-{[(4-{3-iodo-4-oxo-1H,5H,6H,7H-pyrrolo[3,2-c]pyridin-2-yl}pyridin-3-yl)oxy]methyl}-4-methylazetidine-1-carboxylate